(S)-quinuclidin-3-yl (5-(2-methoxy-5-(trifluoromethyl)phenyl)-2,2-dimethyl-2,3-dihydro-1H-inden-1-yl)carbamat COC1=C(C=C(C=C1)C(F)(F)F)C=1C=C2CC(C(C2=CC1)NC(O[C@@H]1CN2CCC1CC2)=O)(C)C